N1(C=NC=C1)CC1=CC(=C2CCN(C(C2=C1)=O)C1=CC=NC2=C(N=C(C=C12)CC)O)C=1C(=NN(C1)C)C(F)(F)F 7-((1H-imidazol-1-yl)methyl)-2-(6-ethyl-8-hydroxy-1,7-naphthyridin-4-yl)-5-(1-methyl-3-(trifluoromethyl)-1H-pyrazol-4-yl)-3,4-dihydroisoquinolin-1(2H)-one